C1(CC1)C1=NC(=NO1)C1(CCN(CC1)C(=O)NC1=C(C=CC=C1)N1CCN(CCC1)CCC)C 4-(5-cyclopropyl-1,2,4-oxadiazol-3-yl)-4-methyl-N-[2-(4-propyl-1,4-diazepan-1-yl)phenyl]piperidine-1-carboxamide